C(CCCCCCCCCCC)[NH3+].C(CCCCCCC)OP(=O)(OCCCCCCCC)[O-].C(C1=CC=CC=C1)NCC1=CC=C(C(=O)NN)C=C1 4-((benzylamino)methyl)benzoyl-hydrazine dioctyl-phosphate dodecylammonium salt